C(C)OC(=O)C=1C(=NC(=NC1NCC1=CC(=CC=C1)C(F)(F)F)SC)C=1OC=CC1 4-(2-furyl)-2-methylsulfanyl-6-[[3-(trifluoromethyl)phenyl]methylamino]pyrimidine-5-carboxylic acid ethyl ester